FC(COC1=NC(=NN2C1=C(C=C2)C=2C=C1C=CC=NC1=CC2)N[C@@H]2[C@@H](CN(CC2)C2(COC2)C)F)F 4-(2,2-difluoroethoxy)-N-((3R,4S)-3-fluoro-1-(3-methyloxetan-3-yl)piperidin-4-yl)-5-(quinolin-6-yl)pyrrolo[2,1-f][1,2,4]triazin-2-amine